N-(2-(1H-pyrrol-1-yl)ethyl)-5-phenylisoxazole-3-carbothioamide N1(C=CC=C1)CCNC(=S)C1=NOC(=C1)C1=CC=CC=C1